3-Methyl-2,3-dihydro-1,4-benzodioxin-6-carbaldehyde CC1OC2=C(OC1)C=CC(=C2)C=O